ClC=1C=CC=C(C1OC=1C=C2C(=CC(=NC2=CC1)C=1SC=C(C1)Cl)C)Cl 3,5-dichloro-4-((2-(4-chlorothien-2-yl)-4-methylquinolin-6-yl)oxy)benzene